ClC1=CC=C(CN2CCN(CC2)CC2=CC(=C(OC(C(=O)OCC)(C)C)C(=C2)C)C)C=C1 Ethyl 2-(4-((4-(4-chlorobenzyl) piperazin-1-yl) methyl)-2,6-dimethylphenoxy)-2-methylpropionate